2-(1-((tetrahydro-2H-pyran-2-yl)oxy)-2,3-dihydro-1H-inden-5-yl)-4-(Trifluoromethyl)-1H-imidazole O1C(CCCC1)OC1CCC2=CC(=CC=C12)C=1NC=C(N1)C(F)(F)F